(4-((tert-butyldimethylsilyl)oxy)butyl)phosphonic acid dimethyl ester COP(OC)(=O)CCCCO[Si](C)(C)C(C)(C)C